FC=1C=CC(=CC1)OC 3-Fluoro-6-methoxybenzene